2-((3aR,5r,6aS)-5-benzyl-5-hydroxyhexahydrocyclopenta[c]pyrrol-2(1H)-yl)-1-(3'-fluoro-[1,1'-biphenyl]-4-yl)ethanone C(C1=CC=CC=C1)C1(C[C@@H]2[C@@H](CN(C2)CC(=O)C2=CC=C(C=C2)C2=CC(=CC=C2)F)C1)O